(7R)-7-amino-7-[1-(2-methyl-2H-indazol-5-yl)-1H-pyrazol-3-yl]-1-(1,3-oxazol-2-yl)heptan-1-one N[C@H](CCCCCC(=O)C=1OC=CN1)C1=NN(C=C1)C1=CC2=CN(N=C2C=C1)C